tert-Butyl 4-(2-((2-(di((Z)-octadec-9-en-1-yl)amino)ethyl)((Z)-octadec-9-en-1-yl)amino)ethyl)piperazine-1-carboxylate C(CCCCCCC\C=C/CCCCCCCC)N(CCN(CCN1CCN(CC1)C(=O)OC(C)(C)C)CCCCCCCC\C=C/CCCCCCCC)CCCCCCCC\C=C/CCCCCCCC